ethyl (6R)-6-[4-[5-fluoro-2-(4-fluorotetrahydropyran-4-yl)-3-pyridyl]piperazin-1-yl]-2-azaspiro[3.4]octane-2-carboxylate FC=1C=C(C(=NC1)C1(CCOCC1)F)N1CCN(CC1)[C@H]1CC2(CN(C2)C(=O)OCC)CC1